N1(CCC1)C1=CC=C2C3(CC=4C(=NOC4C2=C1)NS(=O)(=O)C1=C(C=C(C(=O)N([C@H]2COCC2)C)C=C1OC)OC)CC3 (R)-4-(N-(8'-(azetidin-1-yl)-4'H-spiro[cyclopropane-1,5'-naphtho[2,1-d]isoxazol]-3'-yl)sulfamoyl)-3,5-dimethoxy-N-methyl-N-(tetrahydrofuran-3-yl)benzamide